1-(2,1,3-benzoxadiazol-5-yl)-3-(4-fluorophenyl)urea N=1ON=C2C1C=CC(=C2)NC(=O)NC2=CC=C(C=C2)F